C(=O)(O)C(O)C(O)C(=O)O.NC(C)CC1=CC=CC=C1 Amphetamine tartrate